NC1=C2C(=NC=N1)N(N=C2C#CC2=C(C1=C(N(C=N1)C1CC1)C=C2F)F)[C@@H]2CN(CC2)C(C=C)=O 1-[(3S)-3-{4-amino-3-[2-(1-cyclopropyl-4,6-difluoro-1,3-benzodiazol-5-yl)ethynyl]pyrazolo[3,4-d]pyrimidin-1-yl}pyrrolidin-1-yl]prop-2-en-1-one